OC1=C(CN2C(=NC=C2C#N)C2=CC=C(C=C2)C(F)(F)F)C=CC=C1 1-(2-hydroxybenzyl)-2-(4-(trifluoromethyl)phenyl)-1H-imidazole-5-carbonitrile